FC(C1=CC=C(S1)B1OC(C(O1)(C)C)(C)C)F 2-(5-(difluoromethyl)-thiophen-2-yl)-4,4,5,5-tetramethyl-1,3,2-dioxaborolane